C(C=C)(=O)N1C[C@@H](N(C[C@H]1C)C1=NC(=NC2=C(C(=C(C=C12)Cl)C1=C(C=CC=C1O)F)F)NS(=O)(=O)C)C N-(4-((2S,5R)-4-acryloyl-2,5-dimethylpiperazin-1-yl)-6-chloro-8-fluoro-7-(2-fluoro-6-hydroxyphenyl)quinazolin-2-yl)methanesulfonamide